(E)-3-(4-Hydroxy-3-nitrophenyl)-1-[4-(2-morpholin-4-yl-2-oxoethoxy)phenyl]prop-2-en-1-one OC1=C(C=C(C=C1)/C=C/C(=O)C1=CC=C(C=C1)OCC(=O)N1CCOCC1)[N+](=O)[O-]